16-(3-(2-((((9H-fluoren-9-yl)methoxy)carbonyl)amino)ethoxy)propanoyl)-13,19-dimethyl-14,18,31-trioxo-4,7,10,22,25,28,32-heptaoxa-13,16,19-triazapentatriacont-34-enoic acid C1=CC=CC=2C3=CC=CC=C3C(C12)COC(=O)NCCOCCC(=O)N(CC(N(CCOCCOCCOCCC(=O)O)C)=O)CC(N(CCOCCOCCOCCC(OCC=C)=O)C)=O